6-chloro-5-fluoro-1-(6-fluoropyridin-3-yl)-3-iodo-7-methyl-1H-indazole ClC1=C(C=C2C(=NN(C2=C1C)C=1C=NC(=CC1)F)I)F